C1(=CC=CC2=CC=CC=C12)C1=C2C(=C(C(=C(C2=CC2=C(C(=C(C(=C12)[2H])[2H])[2H])[2H])[2H])[2H])[2H])[2H] 10-(1-naphthyl)anthracene-1,2,3,4,5,6,7,8-d8